FC1=C(C=C(C=C1)N1C(=C(C2=CC(=CC=C12)O)C(C(=O)N)(C)C)C(C)C)C 2-[1-(4-fluoro-3-methyl-phenyl)-5-hydroxy-2-isopropyl-indol-3-yl]-2-methyl-propionamide